7-chloro-4-(pyrazol-1-yl)-1H-indole ClC=1C=CC(=C2C=CNC12)N1N=CC=C1